NCCCCCCCCNC1=CC(=C(C(=O)NC=2SC(=CN2)C)C=C1)C 4-((8-aminooctyl)amino)-2-methyl-N-(5-methylthiazol-2-yl)benzamide